1-(9,9-Dibutyl-9H-fluoren-2-yl)-2-methyl-2-morpholin-4-yl-propan-1-one C(CCC)C1(C2=CC=CC=C2C=2C=CC(=CC12)C(C(C)(N1CCOCC1)C)=O)CCCC